N-(1-(cyanomethyl)-4-(4-(ethylsulfonylamino)-3-fluorophenyl)-1H-pyrrolo[2,3-b]pyridin-6-yl)cyclopropylcarboxamide C(#N)CN1C=CC=2C1=NC(=CC2C2=CC(=C(C=C2)NS(=O)(=O)CC)F)NC(=O)C2CC2